ClC=1N=CC2=C(N1)N(C(=C2)CO)C2CCCC2 (2-chloro-7-cyclopentyl-7H-pyrrolo[2,3-d]pyrimidin-6-yl)-methanol